C(C=C)[C@H]1N(CCC1)C1=C(C=C(C(=N1)C(=O)O)[N+](=O)[O-])C(F)(F)F 6-[(2S)-2-allyl-pyrrolidin-1-yl]-3-nitro-5-(trifluoromethyl)pyridine-2-carboxylic acid